ethyl-3-chloro-3-oxopropanoate C(C)OC(CC(=O)Cl)=O